C1(CCCCC1)C1=NC(=NC(=C1)OC1=CC=CC=C1)NS(=O)(=O)C=1C=NN(C1)C N-(4-cyclohexyl-6-phenoxy-pyrimidin-2-yl)-1-methyl-pyrazole-4-sulfonamide